C(CCCCCCCCCCCCCCCCC)(=O)O[C@@H](COP(=O)(O)OCCNC(CN1CCN(CCN(CCN(CC1)CC(=O)[O-])CC(=O)[O-])CC(=O)[O-])=O)COC(CCCCCCCCCCCCCCCCC)=O.[Gd+3] Gadolinium(III) 2,2',2''-(10-(2-((2-((((R)-2,3-bis(stearoyloxy)propoxy)(hydroxy)phosphoryl)oxy)ethyl)amino)-2-oxoethyl)-1,4,7,10-tetraazacyclododecan-1,4,7-triyl)triacetat